3-(6-amino-8-((6-(thiazol-2-yl)benzo[d][1,3]dioxol-5-yl)thio)-9H-purin-9-yl)-N-ethylpropanamide NC1=C2N=C(N(C2=NC=N1)CCC(=O)NCC)SC1=CC2=C(OCO2)C=C1C=1SC=CN1